FC1N2N=CC(C3=NNC=4C=CC(OC(COCCOC1)C)=CC34)=C2 6-fluoro-13-methyl-8,11,14-trioxa-4,5,19,20-tetraazatetracyclo[13.5.2.12,5.018,21]tricosa-1(20),2(23),3,15(22),16,18(21)-hexaene